CC(C(=O)[C@@H]1OCC[C@@H](C1)C)=C 2-methyl-1-((2R,4S)-4-methyltetrahydro-2H-pyran-2-yl)prop-2-en-1-one